N-(5-(cis-3-((4-(prop-1-en-2-yl)pyridin-3-yl)oxy)cyclopentyl)-1H-pyrazol-3-yl)acetamide C=C(C)C1=C(C=NC=C1)O[C@H]1C[C@H](CC1)C1=CC(=NN1)NC(C)=O